C(C)(C)(C)OC(N[C@@H](CC=1C(=NC(=C(C1)OCC1CC1)Cl)I)C(C)(C)C)=O (S)-(1-(6-chloro-5-(cyclopropylmethoxy)-2-iodopyridin-3-yl)-3,3-dimethylbut-2-yl)Carbamic acid tert-butyl ester